FC1=CC=C(C(=N1)C)OC=1N=NC(=C(C1C(=O)NC=1C=C(C=CC1)[S@](=O)(C)=NC(OC(C)(C)C)=O)C)C(F)(F)F tert-butyl (R)-((3-(3-((6-fluoro-2-methylpyridin-3-yl)oxy)-5-methyl-6-(trifluoromethyl) pyridazine-4-carboxamido)phenyl)(methyl)(oxo)-λ6-sulfaneylidene)carbamate